(R)-3-chloro-5-fluoro-N-(6-(2-(isopropylamino)-2-oxoethyl)-6-azaspiro[2.5]oct-1-yl)benzamide benzyl-7-acetyl-2-azabicyclo[2.2.2]oct-5-ene-2-carboxylate C(C1=CC=CC=C1)OC(=O)N1C2C=CC(C1)CC2C(C)=O.ClC=2C=C(C(=O)N[C@@H]1CC13CCN(CC3)CC(=O)NC(C)C)C=C(C2)F